thiophenemethylamine ammonium salt [NH4+].S1C(=CC=C1)CN